CC=1NC(=C(C1C(C)=O)C)C 2,4,5-trimethyl-3-acetyl-pyrrole